3-(1-(5-(4-fluorophenyl)-2-phenyloxazol-4-yl)-2,4-dioxo-1,2,3,4-tetrahydropyrimidin-5-yl)propyl methanesulfonate CS(=O)(=O)OCCCC=1C(NC(N(C1)C=1N=C(OC1C1=CC=C(C=C1)F)C1=CC=CC=C1)=O)=O